1,5-dioxepanone O1C(CCOCC1)=O